(E)-(2-(FURAN-2-YL)VINYL)BORONIC ACID O1C(=CC=C1)/C=C/B(O)O